ClC1=C(C=2N=C(N=C(C2C=N1)N1CC2(CC(NC2)=O)CCC1)OCC12CCCN2CCC1)F 7-(7-chloro-8-fluoro-2-((hexahydro-1H-pyrrolizin-7a-yl)methoxy)pyrido[4,3-d]Pyrimidine-4-yl)-2,7-diazaspiro[4.5]Decan-3-one